N-(3-(3-bromophenyl)oxetan-3-yl)-N,2-dimethylpropane-2-sulfinamide BrC=1C=C(C=CC1)C1(COC1)N(S(=O)C(C)(C)C)C